acryloyloxyethyleneoxetane C(C=C)(=O)OCCC1OCC1